FC(C=1C=CC(=NC1)OCC1CCN(CC1)C(=O)OC(C)(C)C)(F)F tert-butyl 4-(((5-(trifluoromethyl)pyridin-2-yl)oxy)methyl)piperidine-1-carboxylate